1,3-dibenzyl-2-(undecane-2-yl)imidazolidine C(C1=CC=CC=C1)N1C(N(CC1)CC1=CC=CC=C1)C(C)CCCCCCCCC